3-(5-(((1R,2R)-2-(3-(1H-pyrazol-1-yl)azetidin-1-yl)cyclohexyl)oxy)-1-oxoisoindolin-2-yl)piperidine-2,6-dione N1(N=CC=C1)C1CN(C1)[C@H]1[C@@H](CCCC1)OC=1C=C2CN(C(C2=CC1)=O)C1C(NC(CC1)=O)=O